ClC1=CC=C(C=C1)C1=NC2=C(N1CCCC1=CC=CC=C1)C=C(C=C2)OC 2-(4-Chlorophenyl)-6-methoxy-1-(3-phenylpropyl)-1H-benzo[d]imidazole